ClC=1C(NC(NC1CCl)=O)=O 5-chloro-6-(chloromethyl)-1,3-dihydropyrimidine-2,4-dione